2-((diphenylmethylene)amino)-2-(4-(trifluoromethyl)pyrimidin-2-yl)acetic acid ethyl ester C(C)OC(C(C1=NC=CC(=N1)C(F)(F)F)N=C(C1=CC=CC=C1)C1=CC=CC=C1)=O